Cl.NCC1=CC=C(S1)C(CSC1=NC(=NC2=CC=CC(=C12)OC)C)=O 1-(5-(aminomethyl)thiophen-2-yl)-2-((5-methoxy-2-methylquinazolin-4-yl)thio)ethan-1-one hydrochloride